4-Chloro-2-(3,6-dihydro-2H-pyran-4-yl)-N-((R)-2-(((S)-11-oxo-2,3,10,11-tetrahydro-1H,5H-benzo[d]pyrazolo[1,2-a][1,2]diazepin-10-yl)carbamoyl)butyl)thiazole-5-carboxamide ClC=1N=C(SC1C(=O)NC[C@@H](CC)C(N[C@H]1C2=C(CN3N(C1=O)CCC3)C=CC=C2)=O)C=2CCOCC2